C(C)(C)(C)OC(O)=O.C(=C)C1=CC=C(CN)C=C1 4-vinylbenzylamine t-butyl-carbonate